C[C@@H]1O[C@@H](CN(C1)C1=C(C=C(C(=O)N)C=C1)F)C 4-((cis)-2,6-dimethylmorpholino)-3-fluorobenzamide